BrC1=C(C=CC(=C1C)OC1CC1)C 2-bromo-4-cyclopropoxy-1,3-dimethylbenzene